N-[(1R)-1-(3-Bromo-5-methoxy-phenyl)ethyl]-2-methyl-5-[(1R,4R)-5-methyl-2,5-diazabicyclo[2.2.1]heptan-2-yl]benzamide BrC=1C=C(C=C(C1)OC)[C@@H](C)NC(C1=C(C=CC(=C1)N1[C@H]2CN([C@@H](C1)C2)C)C)=O